[3-(1H-imidazol-5-yl)pyrrolidin-1-yl]methanone N1C=NC=C1C1CN(CC1)C=O